C(C)OC(=O)C=1N=C(OC1C1=CC=CC=C1)C1=CC=C(C=C1)C(F)(F)F 5-phenyl-2-(4-(trifluoromethyl)phenyl)Oxazole-4-carboxylic acid ethyl ester